C(C)C(CC=1CCCC2=C(C1C1=CC=C(C=C1)CC1CN(C1)CCCF)C=CC=C2)CC 8-(2-ethylbutyl)-9-(4-((1-(3-fluoropropyl)azetidin-3-yl)methyl)phenyl)-6,7-dihydro-5H-benzo[7]annulene